ClC=1C(=CC(=NC1)OC)C1=CC(=NN1)C(=O)N1[C@H]2CC(C[C@@H]1CC2)C(=O)OCC2=CC=CC=C2 benzyl (1R,3S,5S)-8-[5-(5-chloro-2-methoxypyridin-4-yl)-1H-pyrazole-3-carbonyl]-8-azabicyclo[3.2.1]octane-3-carboxylate